[1,1':3',1''-terphenyl]-5'-thiol C1(=CC=CC=C1)C1=CC(=CC(=C1)S)C1=CC=CC=C1